1-(4-pyridyl)-2-oxabicyclo[2.1.1]hexan-4-amine N1=CC=C(C=C1)C12OCC(C1)(C2)N